(S)-1-(5-(1H-pyrazol-4-yl)isochroman-1-yl)-N-methylmethanamine hydrochloride salt Cl.N1N=CC(=C1)C1=C2CCO[C@@H](C2=CC=C1)CNC